COC=1N(C2=C(C=NC=3N=C(C=CC23)OC)N1)CC1=CC(=C(C=C1)S(=O)(=O)N)F 4-((2,7-Dimethoxy-1H-imidazo[4,5-c][1,8]naphthyridin-1-yl)methyl)-2-fluorobenzenesulfonamide